ClC1=CC=C(C(=N1)OCCOC)[N+](=O)[O-] 6-chloro-2-(2-methoxyethoxy)-3-nitropyridine